4-[1-ethyl-4-(trifluoromethyl)imidazol-2-yl]benzaldehyde C(C)N1C(=NC(=C1)C(F)(F)F)C1=CC=C(C=O)C=C1